2-naphthoquinone-4-sulfonic acid C1(C(C=C(C2=CC=CC=C12)S(=O)(=O)O)=O)=O